FC(OC=1C=NC(=NC1)N[C@@H]1C[C@H](CC1)N)F (1S,3S)-N1-(5-(difluoromethoxy)pyrimidin-2-yl)cyclopentane-1,3-diamine